4-[2-(4-methoxyphenyl)-2,6-diazaspiro[3.4]oct-6-yl]-1-methyl-2-oxo-1,2-dihydroquinoline-3-carbonitrile COC1=CC=C(C=C1)N1CC2(C1)CN(CC2)C2=C(C(N(C1=CC=CC=C21)C)=O)C#N